methylsulfonyl-[3-[rac-(1R)-1-[[rac-(6S)-6-tert-butyl-5,6,7,8-tetrahydrothieno[2,3-b]quinoline-2-carbonyl]amino]-3-(tetrahydropyran-4-ylamino)propyl]phenyl]azanide CS(=O)(=O)[N-]C1=CC(=CC=C1)[C@@H](CCNC1CCOCC1)NC(=O)C1=CC=2C(=NC=3CC[C@@H](CC3C2)C(C)(C)C)S1 |r|